3-(tosyloxymethyl)azetidine-1-carboxylic acid tert-butyl ester C(C)(C)(C)OC(=O)N1CC(C1)COS(=O)(=O)C1=CC=C(C)C=C1